ferrocene-iridium salt [Ir].[CH-]1C=CC=C1.[CH-]1C=CC=C1.[Fe+2]